C1=CC=C2C(=C1)C=CC3=C2C=CNC3=O azaphenanthrenone